tert-Butyl (3aR,5s,6aS)-5-((7-chlorothieno[2,3-d]pyridazin-4-yl) amino)hexahydrocyclopenta[c]pyrrole-2(1H)-carboxylate ClC=1N=NC(=C2C1SC=C2)NC2C[C@@H]1[C@@H](CN(C1)C(=O)OC(C)(C)C)C2